(2S)-2-(9H-fluoren-9-ylmethoxycarbonyl-amino)propionic acid C1=CC=CC=2C3=CC=CC=C3C(C12)COC(=O)N[C@H](C(=O)O)C